2-(4-chlorophenyl)glycinamide ClC1=CC=C(C=C1)C(N)C(=O)N